C(C)C1=C(C=C(C=C1)CCN[C@@H]([C@H]1CNC2=C(N1)N=CC=C2)C2=CC=CC=C2)CC(=O)O 2-(2-ethyl-5-(2-(((R)-phenyl((R)-1,2,3,4-tetrahydropyrido[2,3-b]pyrazin-3-yl)methyl)amino)ethyl)phenyl)acetic acid